(S)-(4-bromo-5-chloro-2-phenyl-2,3-dihydrofuro[2,3-b]pyridin-2-yl)methylamine BrC1=C2C(=NC=C1Cl)O[C@@](C2)(C2=CC=CC=C2)CN